1-(6-chloro-1-(2,2,2-trifluoroethoxy)-2,7-naphthyridin-4-yl)ethan-1-one ClC=1C=C2C(=CN=C(C2=CN1)OCC(F)(F)F)C(C)=O